(7-ethoxy-2-methyl-2H-indazol-5-yl)-2-[6-(1-methylazetidin-3-yl)pyridazin-3-yl]phenol C(C)OC1=CC(=CC2=CN(N=C12)C)C=1C(=C(C=CC1)O)C=1N=NC(=CC1)C1CN(C1)C